2-((4-(2-chloro-4-fluorophenyl)-2-oxo-2H-chromen-7-yl)oxy)-3-methoxypropanoic acid ClC1=C(C=CC(=C1)F)C1=CC(OC2=CC(=CC=C12)OC(C(=O)O)COC)=O